2-Chloro-2'-(2-methylpyrimidin-5-yl)spiro[4,5-dihydrothieno[2,3-c]pyran-7,4'-piperidine] ClC1=CC2=C(S1)C1(CC(NCC1)C=1C=NC(=NC1)C)OCC2